C1(=CC=CC=C1)S(=O)(=O)O.CC1(C(N(C2=CC=CC=C12)C1CCN(CC1)C([C@H](CCC1=CC=CC=C1)NC(=O)[C@H]1CNCCC1)=O)=O)C (R)-N-((S)-1-(4-(3,3-dimethyl-2-oxoindolin-1-yl)piperidin-1-yl)-1-oxo-4-phenylbutan-2-yl)piperidine-3-carboxamide benzenesulfonate